COC=1C=C(C=C(C1)OC)CC(=O)NN 3,5-dimethoxyphenylacetyl-hydrazine